CN1NC=CC1=O 2-methyl-pyrazolone